COC([C@@H](NC([C@@H](NC(=O)C=1C=C(C=CC1)C1=CC=C(C=C1)NC(=O)OC(C)(C)C)COC(C)=O)=O)COC(C)=O)=O.C(C)(C)(C)C1=CC2=C(C3=CC=CC=C3C(=C2C=C1)OCC)OCC 2-tert-butyl-9,10-diethoxyanthracene Methyl-O-acetyl-N-(O-acetyl-N-(4'-((tert-butoxycarbonyl)amino)-[1,1'-biphenyl]-3-carbonyl)-L-seryl)-L-serinate